7-(2-amino-5-(4-(4-(cyclopropylmethyl)piperazin-1-yl)phenyl)-6-fluoropyridin-3-yl)-5-fluoroquinazolin-4(3H)-one NC1=NC(=C(C=C1C1=CC(=C2C(NC=NC2=C1)=O)F)C1=CC=C(C=C1)N1CCN(CC1)CC1CC1)F